C(C)(C)(C)OC(=O)NCC[C@H](C(=O)O)O (R)-4-((tert-butoxycarbonyl)amino)-2-hydroxybutanoic acid